C1(=CC=C(C=C1)C1=C(C(=O)N)C=CC(=C1)N)C1=C(C(=O)N)C=CC(=C1)N (1,4-phenylene)bis(4-aminobenzamide)